bicyclo[2.2.1]-hepta-2,5-diene C12C=CC(C=C1)C2